C(C)(=O)O[C@H]1[C@@H](O[C@@H]([C@H]([C@@H]1OC(C)=O)OC(C)=O)C(=O)OC)OC1=CC=C(C=C1)CO (2S,3R,4S,5S,6S)-2-(4-(hydroxymethyl)phenoxy)-6-(methoxycarbonyl)tetrahydro-2H-pyran-3,4,5-triyl triacetate